COC1=CC=C(CN2C(N(CCC2=O)C2=CN=C3N2C=CC(=C3)C=3CCN(CC3)C(=O)OC(C)(C)C)=O)C=C1 tert-butyl 4-(3-(3-(4-methoxybenzyl)-2,4-dioxotetrahydropyrimidin-1(2H)-yl) imidazo[1,2-a]pyridin-7-yl)-3,6-dihydropyridine-1(2H)-carboxylate